2-[6-[(2S)-oxetan-2-ylmethoxy]-1,5-naphthyridin-4-yl]-1H,5H,6H,7H-pyrrolo[3,2-c]Pyridin-4-one O1[C@@H](CC1)COC=1N=C2C(=CC=NC2=CC1)C1=CC=2C(NCCC2N1)=O